3-(2-(1-methyl-1H-imidazol-4-yl)ethyl)urea CN1C=NC(=C1)CCNC(N)=O